C(C)(C)C=1C=C(C=NC1OC)OC1=C(C=C(N)C=C1C)C 4-((5-isopropyl-6-methoxypyridin-3-yl)oxy)-3,5-dimethylaniline